[N+](=O)([O-])C(COC(CC1=CC=C(C=C1)[N+](=O)[O-])=O)(C)[N+](=O)[O-] (2,2-dinitropropyl)-4-nitrophenylacetate